C(C)N(C1=CC(=CC=C1)O)CC N,N-diethyl-3-hydroxyaniline